CC1=NC(=NC(=C1)C)N1C[C@@H]2[C@H](C1)CN(C2)C(=O)N2C(=CC1=CC=CC=C21)C2=C(C=CC=C2)F ((3aR,6aS)-5-(4,6-dimethylpyrimidin-2-yl)hexahydropyrrolo[3,4-c]pyrrol-2(1H)-yl)(2-(2-fluorophenyl)indol-1-yl)methanone